Cl.N1(CCNCCNCC1)C(=O)OC1C2=CC=CC=C2C=2C=CC=CC12 (9H-fluoren-9-yl) 1,4,7-triazacyclononane-1-carboxylate hydrochloride